gamma-aminopropyl-methyldimethoxysilane NCCC[Si](OC)(OC)C